1-methylpyrazole-4-ylcarboxamide CN1N=CC(=C1)C(=O)N